5-(2-Fluoro-6-methylphenyl)-3-(2-(4-methylpiperazin-1-yl)pyrimidin-5-yl)-1H-pyrazolo[4,3-c]pyridazin-6(5H)-on FC1=C(C(=CC=C1)C)N1N=C2C(=CC1=O)NN=C2C=2C=NC(=NC2)N2CCN(CC2)C